C(C)(C)(C)C1=C(C(=CC(=C1)C)CC1=C(C(=CC(=C1)C)C(C)(C)C)O)OC(C=C)=O.ClC1=CC2=C(N=C(O2)C23CC(C2)(C3)NC(=O)C=3OC(=CC3)CS(=O)(=O)C)C=C1 N-[3-(6-chloro-1,3-benzoxazol-2-yl)-1-bicyclo[1.1.1]pentanyl]-5-(methylsulfonylmethyl)furan-2-carboxamide 2-tert-butyl-6-(3-tert-butyl-2-hydroxy-5-methylbenzyl)-4-methylphenylacrylate